4-[1-methyl-3-[4-(2-phenylethynyl)phenyl]pyrazol-4-yl]pyridine CN1N=C(C(=C1)C1=CC=NC=C1)C1=CC=C(C=C1)C#CC1=CC=CC=C1